FC1=C(C=CC(=C1)OC(C)C)C1=NN2C(N=CC=C2)=C1C(=O)OCC Ethyl 2-(2-fluoro-4-propan-2-yloxyphenyl)pyrazolo[1,5-a]pyrimidine-3-carboxylate